FC1=CC2=C(N=C(S2)NC[C@H]2N(C3CC([C@H]2C)C3)C(=O)C=3N=C(SC3C3=NC=CC=N3)C)C=C1 6-fluoro-N-({(3s,4r)-4-methyl-2-[2-methyl-5-(pyrimidin-2-yl)-1,3-thiazole-4-carbonyl]-2-azabicyclo[3.1.1]hept-3-yl}methyl)-1,3-benzothiazol-2-amine